COC1=C(C(=CC=C1)OC)N1C(=NC=2C1=NC=C(N2)NC(CC2=CC=CC=C2)=O)C2=NC(=CC=C2)OCC N-(1-(2,6-dimethoxyphenyl)-2-(6-ethoxypyridin-2-yl)-1H-imidazo[4,5-b]pyrazin-5-yl)-2-phenylacetamide